COC1=CC=C(CN2N=C(C(=C2NC(CCC2=CC(=C(C(=C2)F)F)F)=O)OCC2CN(CCO2)C([2H])([2H])[2H])C2=CN=NC=C2)C=C1 N-(1-(4-methoxybenzyl)-4-((4-(methyl-d3)morpholin-2-yl)methoxy)-3-(pyridazin-4-yl)-1H-pyrazol-5-yl)-3-(3,4,5-trifluorophenyl)propanamide